FC=1C=CC(=C(C1)[C@@H](N[S@@](=O)C(C)(C)C)C=1NC2=CC=CC=C2C1)OC (S)-N-((R)-(5-fluoro-2-methoxyphenyl)(1H-indol-2-yl)methyl)-2-methylpropane-2-sulfinamide